C(C)C1=C(C(=O)OC2=C(C=CC=C2)OCC)C=CC=C1 2-ethoxyphenyl 2-ethylbenzoate